C1(CC1)C=1C=NN2C1C(=C(C=C2)C(=O)N)C#C 3-Cyclopropyl-4-ethynylpyrazolo[1,5-a]pyridine-5-carboxamide